N-(1-propylhexyl)-bicyclo[2.2.1]Hept-5-ene-2,3-dicarboximide C(CC)C(CCCCC)N1C(=O)C2C3C=CC(C2C1=O)C3